2,4-Dimethyl-3,7,11b-triaza-benzo[c]fluorene-6-carboxylic acid (2-pyrrolidin-1-yl-ethyl)-amide N1(CCCC1)CCNC(=O)C1=CC2=C(N3C=4C=CC=CC4N=C13)C=C(N=C2C)C